ClC1=C(C(=O)NC(C(=O)O)CC2=CC=C(C=C2)OCCCCNC=2OCCCN2)C(=CC=C1)Cl 2-(2,6-dichlorobenzamido)-3-(4-(4-((5,6-dihydro-4H-1,3-oxazin-2-yl)amino)butoxy)phenyl)propanoic acid